NC=1C2=C(C(NN1)=O)N(C=C2C2=CC=C(CNC(C1=C(C=CC(=C1)F)OC)=O)C=C2)[C@H]2[C@H](C2)F N-(4-(4-amino-1-((1R,2S)-2-fluorocyclopropyl)-7-oxo-6,7-dihydro-1H-pyrrolo[2,3-d]pyridazin-3-yl)benzyl)-5-fluoro-2-methoxybenzamide